(2S,3S,11bS)-9-(2,2-difluoroethoxy)-3-(2,2-dimethylpropyl)-10-methoxy-1H,2H,3H,4H,6H,7H,11bH-pyrido[2,1-a]isoquinolin-2-ol FC(COC=1C=C2CCN3[C@H](C2=CC1OC)C[C@@H]([C@H](C3)CC(C)(C)C)O)F